1-((3H-imidazo[4,5-b]pyridin-5-yl-amino)ethyl)-5-fluoropyridin-2-ol N1=CNC2=NC(=CC=C21)NCCN2C(C=CC(=C2)F)O